2-((1R,5S,6R)-3-(2-cyano-5-((S)-2-methylazetidin-1-yl)pyrido[3,4-b]pyrazin-7-yl)-3-azabicyclo[3.1.0]hexan-6-yl)acetic acid C(#N)C=1N=C2C(=NC1)C(=NC(=C2)N2C[C@@H]1C([C@@H]1C2)CC(=O)O)N2[C@H](CC2)C